OC(CO)C1C(C(C(O1)=O)=O)=O [1,2-dihydroxyethyl]furan-2,3,4(5H)-trione